(R)-2-((((9H-fluoren-9-yl)methoxy)carbonyl)amino)-3-(1-(tert-butoxycarbonyl)-2-methyl-1H-indol-3-yl)propanoic acid C1=CC=CC=2C3=CC=CC=C3C(C12)COC(=O)N[C@@H](C(=O)O)CC1=C(N(C2=CC=CC=C12)C(=O)OC(C)(C)C)C